tert-butyl (3S)-3-[[4-[6-(3-hydroxy-3-methyl-pyrrolidin-1-yl)sulfonyl-1H-indol-3-yl]-5-(trifluoromethyl)pyrimidin-2-yl]amino]piperidine-1-carboxylate OC1(CN(CC1)S(=O)(=O)C1=CC=C2C(=CNC2=C1)C1=NC(=NC=C1C(F)(F)F)N[C@@H]1CN(CCC1)C(=O)OC(C)(C)C)C